FC1=CC=2N(C=C1)C(=CN2)C2=C1CNC(C1=C(C=C2)NC2=NC(=C(C=C2)C2CC(N(CC2)C)=O)CN2C[C@H](CC2)OC)=O 4-(7-fluoroimidazo[1,2-a]pyridin-3-yl)-7-[[6-[[(3S)-3-methoxypyrrolidin-1-yl]methyl]-5-(1-methyl-2-oxo-4-piperidyl)-2-pyridyl]amino]isoindolin-1-one